Cl.BrC=1C=CC(=NC1)[C@@H](C(F)(F)F)N (S)-1-(5-bromopyridin-2-yl)-2,2,2-trifluoroethan-1-amine hydrochloride